OC1=C(C=C(C=C1)C=1C2=CC=C(N2)C(=C2C=CC(C(=C3C=CC(=C(C=4C=CC1N4)C4=CC=CC=C4)N3)C3=CC=CC=C3)=N2)C2=CC=CC=C2)C=O 5-(4-hydroxy-3-formylphenyl)-10,15,20-triphenylporphyrin